FC(C1=NN(C=C1[N+](=O)[O-])C1CCC2(CNC2)CC1)F 7-(3-(difluoromethyl)-4-nitro-1H-pyrazol-1-yl)-2-azaspiro[3.5]nonane